FC1=C(C(=O)N)C=CC(=C1)C1N(CCN(C1)C)CC1=C2C=CNC2=C(C=C1OC)C 2-fluoro-4-(1-((5-methoxy-7-methyl-1H-indol-4-yl)methyl)-4-methylpiperazin-2-yl)benzamide